3-(4-nitrophenyl)-5-(trifluoromethyl)isothiazole-4-carboxylic acid [N+](=O)([O-])C1=CC=C(C=C1)C1=NSC(=C1C(=O)O)C(F)(F)F